ClC1=C(C=C(C=C1)Cl)C 1,4-dichloro-2-methylbenzene